2,2-difluorocyclopropane-1-carboxylic acid FC1(C(C1)C(=O)O)F